NC=1C(NC(N(N1)C1=CC(=C(C(=C1)Cl)OC=1C(=C2C3(C(NC2=CC1)=O)CCC3)C)Cl)=O)=O 6-amino-2-(3,5-dichloro-4-((4'-methyl-2'-oxospiro[cyclobutane-1,3'-indolin]-5'-yl)oxy)phenyl)-1,2,4-triazine-3,5(2H,4H)-dione